(R)-2-((6-((tert-Butyldimethylsilyl)oxy)hexan-2-yl)oxy)-6-methylpyridine-3-sulfonyl chloride [Si](C)(C)(C(C)(C)C)OCCCC[C@@H](C)OC1=NC(=CC=C1S(=O)(=O)Cl)C